C(C1=CC=CC=C1)SC1=CC(=C(C=C1)NC=1N=CC2=C(N1)N(C(C(=C2)C(F)F)=O)[C@H]2[C@](CCC2)(C)O)C 2-((4-(Benzylthio)-2-methylphenyl)amino)-6-(difluoromethyl)-8-((1R,2R)-2-hydroxy-2-methylcyclopentyl)pyrido[2,3-d]pyrimidin-7(8H)-one